FC1=C(C=CC=C1)SN=C=O 2-fluorophenyl-thioisocyanate